methyl (6-(4-(tert-butyl)phenoxy)pyridin-3-yl)(hydroxy)carbamate C(C)(C)(C)C1=CC=C(OC2=CC=C(C=N2)N(C(OC)=O)O)C=C1